ClC1=CC=2C(C(=N1)OCC)=CN(N2)C2=CC(=CC=C2)OC 6-chloro-4-ethoxy-2-(3-methoxyphenyl)-2H-pyrazolo[4,3-c]pyridine